N-(pyrimidin-5-yl)pyrimidine-4-carboxamide N1=CN=CC(=C1)NC(=O)C1=NC=NC=C1